4-(Benzoselenazol-2-yl)-1-hexylpyridin-1-ium tetrafluoroborate F[B-](F)(F)F.[Se]1C(=NC2=C1C=CC=C2)C2=CC=[N+](C=C2)CCCCCC